(3R)-3-(4-fluorophenoxymethyl)-2-{[5-methyl-2-(pyrimidin-2-yl)phenyl]carbonyl}-2-azabicyclo[3.1.1]heptan FC1=CC=C(OC[C@@H]2N(C3CC(C2)C3)C(=O)C3=C(C=CC(=C3)C)C3=NC=CC=N3)C=C1